N1=CN=C(C2=C1NC=C2)N2CCSC(=C2)C2=CC=1CNCCC1S2 2-(4-(7H-pyrrolo[2,3-d]pyrimidin-4-yl)-3,4-dihydro-2H-1,4-thiazin-6-yl)-4,5,6,7-tetrahydrothieno[3,2-c]pyridine